racemic-4-(6-(2,7-diazaspiro[4.5]dec-2-yl)pyridin-3-yl)-6-ethoxypyrazolo[1,5-a]pyridine-3-carbonitrile dihydrochloride Cl.Cl.C1N(CC[C@]12CNCCC2)C2=CC=C(C=N2)C=2C=1N(C=C(C2)OCC)N=CC1C#N |r|